C1(=CC=CC=C1)[C@H]1CCC=2N1N=C(N2)C(=O)N[C@@H]2C(NC1=C(CC2)C=C(C=C1F)F)=O (5R)-5-phenyl-N-[(3S)-7,9-difluoro-2-oxo-1,3,4,5-tetrahydro-1-benzazepin-3-yl]-6,7-dihydro-5H-pyrrolo[1,2-b][1,2,4]triazole-2-carboxamide